OC1=C(C=CC=C1)C=1OC[C@H](N1)[C@@H]1CC[C@@H](N1C)C(=O)O (2R,5S)-5-((R)-2-(2-hydroxyphenyl)-4,5-dihydrooxazol-4-yl)-1-methylpyrrolidine-2-carboxylic acid